FC1=C(C=CC(=C1)O)C1=NC=2C(=C3C(=NC2)NC=C3)N1[C@@H]1CC[C@H](CC1)C#N trans-4-(2-(2-Fluoro-4-hydroxyphenyl)imidazo[4,5-d]pyrrolo[2,3-b]pyridin-1(6H)-yl)cyclohexanecarbonitrile